(4-(3-Amino-7-(3,3-dimethylbutyl)-1H-indazol-5-yl)pyridin-2-yl)carbamic acid methyl ester COC(NC1=NC=CC(=C1)C=1C=C2C(=NNC2=C(C1)CCC(C)(C)C)N)=O